OC1(C(=O)C2=CC=CC=C2)CC=CC=C1 1-hydroxy-benzophenone